N-(2-fluoro-4-(2,6-diazaspiro[3.3]heptan-2-yl)phenyl)-6-methoxy-2-methyl-2H-indazole-5-carboxamide TFA Salt OC(=O)C(F)(F)F.FC1=C(C=CC(=C1)N1CC2(C1)CNC2)NC(=O)C2=CC1=CN(N=C1C=C2OC)C